ClC=1C=C2C(=NC(=NC2=C(C1C1=CC(=CC2=CC=CC=C12)O)F)OCCN(C)C)N1C[C@H]2CC[C@@H](C1)N2C(=O)OC(C)(C)C tert-Butyl (1R,5S)-3-((S or R)-6-chloro-2-(2-(dimethylamino) ethoxy)-8-fluoro-7-(3-hydroxynaphthalen-1-yl)quinazolin-4-yl)-3,8-diazabicyclo[3.2.1]octane-8-carboxylate